FC(C(C)(O)C1=C2CCN([C@H](C2=CC=C1)C)C(C)=O)(F)C 1-[(1S)-5-(2,2-difluoro-1-hydroxy-1-methyl-methaneYl-ethyl)-1-methyl-3,4-dihydro-1H-isoquinolin-2-yl]Ethanone